n-heneicosyl gallate C(C1=CC(O)=C(O)C(O)=C1)(=O)OCCCCCCCCCCCCCCCCCCCCC